1,1-dimethyl-1,1-silanediol C[Si](O)(O)C